tert-butyl 4-(2-(3-methoxyazetidin-1-yl)ethyl)piperazine-1-carboxylate COC1CN(C1)CCN1CCN(CC1)C(=O)OC(C)(C)C